ClC=1C=C(C=NC1)C1=CC(=NC=C1)C=1NC(=C(N1)C)C 5-Chloro-2'-(4,5-dimethyl-1H-imidazol-2-yl)-3,4'-bipyridin